3-((tert-butyldiphenylsilyl)oxy)-2-cyclopropylpropane-1-thiol [Si](C1=CC=CC=C1)(C1=CC=CC=C1)(C(C)(C)C)OCC(CS)C1CC1